1-((2R,3R,4R,5R)-5-(aminomethyl)-4-((tert-butyldimethylsilyl)oxy)-3-methoxytetra-hydrofuran-2-yl)pyrimidine-2,4(1H,3H)-dione NC[C@@H]1[C@H]([C@H]([C@@H](O1)N1C(NC(C=C1)=O)=O)OC)O[Si](C)(C)C(C)(C)C